ClC1=CC=C(C(=C1NC(=O)C=1C(=NC(=NC1)NC1=CC(=C(C=C1)C1CCN(CC1)C)C)OC)F)F N-(6-chloro-2,3-difluorophenyl)-4-methoxy-2-((3-methyl-4-(1-methylpiperidin-4-yl)phenyl)amino)pyrimidine-5-carboxamide